tert-butyl (4-(2-fluorophenyl)piperidin-4-yl)carbamate FC1=C(C=CC=C1)C1(CCNCC1)NC(OC(C)(C)C)=O